tetra-allyl-oxyethane C(C=C)OCC(OCC=C)(OCC=C)OCC=C